3-(2-aminoethoxy)isonicotinnitrile NCCOC1=C(C#N)C=CN=C1